C(C)(C)(C)OC(=O)NN(N)C(CCCC)=O N-(tert-butoxycarbonyl)aminopentanoic acid, hydrazide